4-(4-bromo-3-methylphenyl)piperidine BrC1=C(C=C(C=C1)C1CCNCC1)C